N-{(2S,3R)-2-[(2,3-difluoro-5'-methyl[1,1'-biphenyl]-3-yl)methyl]-4,4-difluoro-1-[(2R)-oxetane-2-carbonyl]pyrrolidin-3-yl}cyclopropanesulfonamide FC1C(=CC=CC1(F)C[C@@H]1N(CC([C@@H]1NS(=O)(=O)C1CC1)(F)F)C(=O)[C@@H]1OCC1)C1=CC=CC(=C1)C